IC1=CN=C2N1N=CC(=C2)C=2C=NN(C2)C 3-iodo-7-(1-methyl-1H-pyrazol-4-yl)imidazo[1,2-b]pyridazine